(15R)-12-ethyl-11-methyl-15-(3,3,3-trifluoropropyl)-11,12,15,16,17,18,19,20-octahydro-6,22-(azeno)-7,10-epoxyimidazo[2,1-c][1,4,8,12,14]oxatetraazacycloicosin-13(14H)-one C(C)N1C(C2=CN=C(C3=CN4C(C(OCCCCC[C@@H](NC1=O)CCC(F)(F)F)=N3)=NC=C4)O2)C